C(C)N(S(=O)(=O)C1=CC=2N(C=C1)C=CN2)C(C(F)(F)F)C2=CC=C(C=C2)F N-Ethyl-N-(2,2,2-trifluoro-1-(4-fluorophenyl)ethyl)imidazo[1,2-a]pyridine-7-sulfonamide